ClC=1C=C(C=C(C1OC[C@H](CCl)O)Cl)C(C)(C)C1=CC=C(OC[C@@H](CNS(=O)(=O)C)O)C=C1 N-((R)-3-(4-(2-(3,5-dichloro-4-((R)-3-chloro-2-hydroxypropoxy)phenyl)propan-2-yl)phenoxy)-2-hydroxypropyl)methanesulfonamide